OC1CCS(CC1)(=O)=O 4-hydroxy-1λ6-thiane-1,1-dione